O=C(C[N+]1=CC=CC=C1)C 1-(2-oxo-propyl)-pyridinium